2-fluoro-2-(1-(5-(trifluoromethyl)pyrimidin-2-yl)piperidin-4-ylidene)acetic acid ethyl ester C(C)OC(C(=C1CCN(CC1)C1=NC=C(C=N1)C(F)(F)F)F)=O